C(#C)C1=CC(N(C=2N=C(N=CC21)NC2=CC=C(C=C2)N2CC(NCC2)C)C2=CC=CC=C2)=O 5-ethynyl-2-((4-(3-methylpiperazin-1-yl)phenyl)amino)-8-phenylpyrido[2,3-d]pyrimidin-7(8H)-one